5-(tert-butyl)-[1,1'-biphenyl]-2-amine C(C)(C)(C)C1=CC=C(C(=C1)C1=CC=CC=C1)N